Butyl 4-(4-Nitro-1H-imidazol-1-yl)piperidine-1-carboxylate [N+](=O)([O-])C=1N=CN(C1)C1CCN(CC1)C(=O)OCCCC